methylbenzyl isonitrile CC(C1=CC=CC=C1)[N+]#[C-]